C(C)OC(\C=C\C[C@@H](C)C1=C(C=C(C=C1F)Br)F)=O (E)-(R)-5-(4-bromo-2,6-difluoro-phenyl)-hex-2-enoic acid ethyl ester